palmityl-butyl-guanidine acetate C(C)(=O)O.C(CCCCCCCCCCCCCCC)N(C(=N)N)CCCC